CC1C(C(C1O)C)O 2,4-dimethylcyclobutane-1,3-diol